2-(5-bromopyridin-3-yl)-1,3,4-thiadiazole BrC=1C=C(C=NC1)C=1SC=NN1